CC1=C(SC=2N=C(N=C(C21)N(CC(=O)NC2=CC(=CC=C2)F)C)C2=NC=CC=C2)C 2-{[5,6-dimethyl-2-(pyridin-2-yl)thieno[2,3-d]pyrimidin-4-yl](methyl)amino}-N-(3-fluorophenyl)acetamide